ClCC=1N=C(OC1)[C@@]1(C[C@H](CC1)NS(=O)(=O)C)CC1=C(C(=CC=C1)C=1C(=NC=CC1)OC)F N-((1S,3R)-3-(4-(chloromethyl)oxazol-2-yl)-3-(2-fluoro-3-(2-methoxypyridin-3-yl)benzyl)cyclopentyl)methanesulfonamide